6-(3-Isopropyl-5-((1-isopropylpiperidin-4-yl)oxy)-1H-indol-2-yl)-8-methyl-[1,2,4]triazolo[1,5-a]pyridin C(C)(C)C1=C(NC2=CC=C(C=C12)OC1CCN(CC1)C(C)C)C=1C=C(C=2N(C1)N=CN2)C